[6-[3-(1-hydroxycyclopropyl)-1,2,4-triazol-1-yl]-2-azaspiro[3.3]heptan-2-yl]-[6-(1H-pyrazolo[4,3-b]pyridin-5-ylmethyl)-2-azaspiro[3.3]heptan-2-yl]methanone OC1(CC1)C1=NN(C=N1)C1CC2(CN(C2)C(=O)N2CC3(C2)CC(C3)CC3=CC=C2C(=N3)C=NN2)C1